BrC=1C=C(C(N(C1)C1CC1)=O)C(=O)OC methyl 5-bromo-1-cyclopropyl-2-oxo-1,2-dihydropyridine-3-carboxylate